imidazolidin-2-imin N1C(NCC1)=N